C(C)(C)(C)OC(=O)NCC(CN1N=C2C=CC(=CC2=C1)OC[C@H](C(=O)OC(C)(C)C)O)CNC(=O)OC(C)(C)C tert-butyl (R)-3-((2-(3-((tert-butoxycarbonyl) amino)-2-(((tert-butoxy-carbonyl) amino) methyl) propyl)-2H-indazol-5-yl) oxy)-2-hydroxypropionate